ClC1=CC=C(C=C1)N1C(=NN=C1[C@@H]1CC[C@H](CC1)OC1=NC=CC=C1)OCCN(C)C trans-2-[[4-(4-chlorophenyl)-5-(4-pyridin-2-yloxycyclohexyl)-1,2,4-triazol-3-yl]oxy]-N,N-dimethyl-ethanamine